(R)-1-hydroxy-1-((6'-hydroxy-2',4',6'-trimethyl-7'-oxo-6',7'-dihydrospiro[cyclopropane-1,5'-inden]-3'-yl)methyl)urea ON(C(=O)N)CC1=C(C=C2C([C@](C3(C(=C12)C)CC3)(C)O)=O)C